3-amino-6-(1H-imidazol-1-yl)-N-((1r,4r)-4-methoxycyclohexyl)picolinamide NC=1C(=NC(=CC1)N1C=NC=C1)C(=O)NC1CCC(CC1)OC